2,6-di-tert-butylhydroquinoneethanol C(C)(C)(C)C1(C(O)C(=CC(=C1)O)C(C)(C)C)CCO